ClC1=C(C=C(C=2C(=C3N(C12)CCN(C3=O)CCO)C=3C=NNC3)NCC#N)Cl 2-[[6,7-Dichloro-2-(2-hydroxyethyl)-1-oxo-10-(1H-pyrazol-4-yl)-3,4-dihydropyrazino[1,2-a]indol-9-yl]amino]acetonitrile